(4-(4-oxo-3,4-dihydrophthalazin-1-yl)benzyl)carbamic acid tert-butyl ester C(C)(C)(C)OC(NCC1=CC=C(C=C1)C1=NNC(C2=CC=CC=C12)=O)=O